tert-butyl N-benzyl-N-(2-((tert-butyldimethylsilyl)oxy)ethyl)-L-alaninate C(C1=CC=CC=C1)N([C@@H](C)C(=O)OC(C)(C)C)CCO[Si](C)(C)C(C)(C)C